O1C2N(C(C13CCNCC3)=O)CCC2 tetrahydro-3'H-spiro[piperidin-4,2'-pyrrolo[2,1-b]oxazol]-3'-one